(R)-2-(3-(1,1-difluoro-1-(4-methyl-4H-1,2,4-triazol-3-yl)propan-2-yl)phenyl)-4-(trifluoromethyl)isoindolin-1-one FC([C@H](C)C=1C=C(C=CC1)N1C(C2=CC=CC(=C2C1)C(F)(F)F)=O)(C1=NN=CN1C)F